1,4-Dihydropyridine-3-sulfonamide N1C=C(CC=C1)S(=O)(=O)N